ClC1=NC=NC=C1OC1=C(C=C(C=C1)F)C(=O)N(C)C(C)C 2-((4-chloropyrimidin-5-yl)oxy)-5-fluoro-N-isopropyl-N-methylbenzeneFormamide